FC=1C(=C(C=CC1)NC1=C(NC2=C1C(NCC2)=O)C2=CC=NC1=CC(=C(N=C21)OC)C)OC 3-[(3-fluoro-2-methoxyphenyl)amino]-2-(6-methoxy-7-methyl-1,5-naphthyridin-4-yl)-1H,5H,6H,7H-pyrrolo[3,2-c]pyridin-4-one